N-(2-methoxyethyl)-N,5,6-trimethyl-2-(pyridin-2-yl)thieno[2,3-d]pyrimidin-4-amine COCCN(C=1C2=C(N=C(N1)C1=NC=CC=C1)SC(=C2C)C)C